C(CC(O)(C(=O)[O-])CC(=O)[O-])(=O)[O-].[Zn+2].[Na+].[Na+] disodium monozinc citrate